C(C)(C)(C)C1N2C(C3=CC(=C(C=C3C1)C=1C=NC(=CC1)N1CCCC1)OC)=CC(C(=C2)C(=O)O)=O 6-tert-butyl-10-methoxy-2-oxo-9-[6-(1-pyrrolidinyl)pyridine-3-yl]-6,7-dihydro-2H-pyrido[2,1-a]Isoquinoline-3-carboxylic acid